C(C)(C)(C)C(C)(C)OOC(C)(C(C)(C)C)C 1-t-butyl-1-methylethylperoxide